O=C1NC(CCC1C1=NN(C2=C(C=CC=C12)OCC(=O)NC1=CC=NN1C)C)=O 2-((3-(2,6-dioxopiperidin-3-yl)-1-methyl-1H-indazol-7-yl)oxy)-N-(1-methyl-1H-pyrazol-5-yl)acetamide